3-{4-[4-(3,7-difluoro-1H-pyrrolo[3,2-c]pyridin-4-yl)piperidine-1-carboxamido]bicyclo[2.2.2]octan-1-yl}butyric acid FC1=CNC2=C1C(=NC=C2F)C2CCN(CC2)C(=O)NC21CCC(CC2)(CC1)C(CC(=O)O)C